(R)-6-fluoro-3-((3-fluorobenzyl)amino)-5-(1-(2-methylpyridin-4-yl)ethyl)-4H-benzo[e][1,2,4]thiadiazine 1,1-dioxide FC=1C=CC2=C(NC(=NS2(=O)=O)NCC2=CC(=CC=C2)F)C1[C@H](C)C1=CC(=NC=C1)C